CS(=O)(=O)OC1=CC=C(C=C1)C1=NC(=CC2=C1NC1=CC=CC=C21)C(=O)O 1-(4-methylsulfonyloxyphenyl)-9H-pyrido[3,4-b]indole-3-carboxylic acid